ethyl(5-(3-(4-(3-(dimethylamino) prop-1-yn-1-yl)-2-fluorophenoxy) propyl)-2-(methylamino) thiazol-4-yl)(methyl)phosphinate C(C)OP(=O)(C)C=1N=C(SC1CCCOC1=C(C=C(C=C1)C#CCN(C)C)F)NC